CN(C)C(=O)CO 2-hydroxy-N,N-dimethylacetamide